BrC=1C=C(C=CC1)N(C1=NC(=NC2=CC(=C(C=C12)Cl)Cl)Cl)CC N-(3-bromophenyl)-2,6,7-trichloro-N-ethyl-quinazolin-4-amine